Bis-(2-hydroxy-2-propyl)benzene OC(C)(C)C1=C(C=CC=C1)C(C)(C)O